C(#N)CCCCC(C(=O)O)(C)C1=CC(=CC=C1)I 6-cyano-2-(3-iodophenyl)-2-methylhexanoic acid